FC=1C=C2CCN(CC2=CC1C=1N=C2SC3=C(N2C1)C=CC(=C3)C(NCCCN3CCC(CC3)F)=O)C(=O)OC(C)(C)C tert-butyl 6-fluoro-7-(7-((3-(4-fluoropiperidin-1-yl) propyl) carbamoyl) benzo[d]imidazo[2,1-b]thiazol-2-yl)-3,4-dihydroisoquinoline-2(1H)-carboxylate